tert-butyl N-[[8-[4-(trifluoromethoxy)phenyl]-5-vinyl-6-quinolyl]methyl]carbamate FC(OC1=CC=C(C=C1)C=1C=C(C(=C2C=CC=NC12)C=C)CNC(OC(C)(C)C)=O)(F)F